[N+](=O)([O-])C1=CC=CC2=NON=C21 nitro-2,1,3-benzoxadiazole